5-(benzyloxy)pentane-1,3-diol C(C1=CC=CC=C1)OCCC(CCO)O